N-(3-(5-chlorobenzo[d]oxazol-2-yl)-2-methylphenyl)-2,3,4-trifluorobenzamide ClC=1C=CC2=C(N=C(O2)C=2C(=C(C=CC2)NC(C2=C(C(=C(C=C2)F)F)F)=O)C)C1